C(C1=CC=CC=C1)OC(=O)N[C@H](C(=O)OCC)[C@@H]1CC(CCC1)=C ethyl (2S)-2-(benzyloxycarbonylamino)-2-[(1S)-3-methylenecyclohexyl]acetate